C(C)(C)(C)C=1C=C(C=C(C1O)C(C)(C)C)CCC(=O)NNC(CCC1=CC(=C(C(=C1)C(C)(C)C)O)C(C)(C)C)=O N,N'-bis-[beta-(3,5-di-tert-butyl-4-hydroxyphenyl)propionyl]hydrazine